1-(5-fluorobenzo[c]isothiazol-3-yl)piperidin-4-amine hydrochloride Cl.FC1=CC=2C(=NSC2N2CCC(CC2)N)C=C1